4-(1-isopropyl-1H-pyrazol-4-yl)pyrimidin-2-amine C(C)(C)N1N=CC(=C1)C1=NC(=NC=C1)N